propylene glycol gallate C(C1=CC(O)=C(O)C(O)=C1)(=O)O.C(C(C)O)O